tert-Butyl ((3R,5R)-1-(5-amino-4-bromo-1,6-dimethyl-1H-benzo[d]imidazol-2-yl)-5-fluoropiperidin-3-yl)carbamate NC1=C(C2=C(N(C(=N2)N2C[C@@H](C[C@H](C2)F)NC(OC(C)(C)C)=O)C)C=C1C)Br